NC=1C(=NC=C(N1)N1CCC(CC1)(C)N)C=1C(=C(C=CC1)N1CCN(CC1)CC1=C(C=CC=C1)C1C(NC(CC1)=O)=O)Cl 3-(2-((4-(3-(3-amino-5-(4-amino-4-methylpiperidin-1-yl)pyrazin-2-yl)-2-chlorophenyl)piperazin-1-yl)methyl)phenyl)piperidine-2,6-dione